OCCN1NN(CC(C1)CCO)CCO 1,3,5-tris(hydroxyethyl)-hexahydrotriazine